ClC1=C(C=2N=C(N=C(C2C=N1)N1CC2CCC(C1)N2C(=O)OC(C)(C)C)C#CC21CCCN1CCC2)F tert-butyl 3-{7-chloro-8-fluoro-2-[2-(hexahydro-1H-pyrrolizin-7a-yl) ethynyl] pyrido[4,3-d]pyrimidin-4-yl}-3,8-diazabicyclo[3.2.1]octane-8-carboxylate